COCCON(C1=CC=C(N=N1)C1=C(C=C(C=C1)C=1C=NNC1)O)C1CC(NC(C1)(C)C)(C)C 2-(6-((2-methoxy-ethoxy)(2,2,6,6-tetramethylpiperidin-4-yl)amino)pyridazin-3-yl)-5-(1H-pyrazol-4-yl)phenol